C(CCC)N(CNCN(CCCC)CCCC)CCCC 1,3-bis(di-n-butylamino)-2-aza-propane